CNC(=O)C1=CC=2N(C=C1)N=C(C2)N2C(CN(CC2)C(C=C)=O)=O N-methyl-2-(2-oxo-4-prop-2-enoyl-piperazin-1-yl)pyrazolo[1,5-a]pyridine-5-carboxamide